(2-fluoro-3-methylbenzyl)triphenylphosphonium bromide [Br-].FC1=C(C[P+](C2=CC=CC=C2)(C2=CC=CC=C2)C2=CC=CC=C2)C=CC=C1C